(3R)-3-(2-chlorothiazol-5-yl)-8-ethyl-5-oxo-6-phenyl-2,3-dihydrothiazolo[3,2-a]pyrimidin-8-ium-7-olate ClC=1SC(=CN1)[C@H]1CSC=2N1C(C(=C([N+]2CC)[O-])C2=CC=CC=C2)=O